2-aminopyridinium-carboxylate C1=CC(=N)N(C=C1)C(=O)O